C(C)N1N=C(C(=C1C)CCN1CC2=C(C(=C(C=C2CC1)O)N1CC(NS1(=O)=O)=O)F)C 5-{2-[2-(1-ethyl-3,5-dimethyl-1H-pyrazol-4-yl)ethyl]-8-fluoro-6-hydroxy-1,2,3,4-tetrahydroisoquinolin-7-yl}-1λ6,2,5-thiadiazolidine-1,1,3-trione